bis(3,5-di-tert-butyl-4-hydroxyphenyl)phenylhydrazine C(C)(C)(C)C=1C=C(C=C(C1O)C(C)(C)C)N(NC1=CC=CC=C1)C1=CC(=C(C(=C1)C(C)(C)C)O)C(C)(C)C